C(CCCCCCCCCCCCCCCCCCCCC)C(C(=O)O)CCCCCCCCCCCCCCCCCCCC.C(CCCCCCCCCCCCCCCCCCCCC)(=O)OCCCCCCCCCCCCCCCCCCCCCC docosyl docosanoate [behenylbehenate]